FC1(C[C@](NC1)(C)C=1N=CN(C1)C1=C(C=C(C=N1)NC(CN1N=C(C=C1C)C(F)(F)F)=O)F)F (R)-N-(6-(4-(4,4-difluoro-2-methylpyrrolidin-2-yl)-1H-imidazol-1-yl)-5-fluoropyridin-3-yl)-2-(5-methyl-3-(trifluoromethyl)-1H-pyrazol-1-yl)acetamide